(S)-N,N-BIS(4-METHOXYBENZYL)-1-OXOPROPANE-2-SULFONAMIDE COC1=CC=C(CN(S(=O)(=O)[C@H](C=O)C)CC2=CC=C(C=C2)OC)C=C1